C(C)(C)(C)ONC(=O)NC1=C(C=CC=C1)NC(=O)C1=CC=C(C=C1)CC(=O)O 2-(4-((2-((Tert-Butoxycarbamoyl)amino)phenyl)carbamoyl)phenyl)acetic acid